ClC=1C(=C2C=NNC2=C(C1F)N[C@@H]1C[C@@H](CC1)O)C=1N=CC=2N(C1)C=C(N2)NC(=O)[C@H]2[C@H](C2)F (1S,2S)-N-(6-(5-chloro-6-fluoro-7-(((1S,3R)-3-hydroxycyclopentyl)amino)-1H-indazol-4-yl)imidazo[1,2-a]pyrazin-2-yl)-2-fluorocyclopropane-1-carboxamide